N1C(C1)C=O (aziridin-2-yl)methanone